Diethyl (2-(4-chlorophenyl)-2-methylpropanoyl)-L-phenylalanyl-D-glutamate ClC1=CC=C(C=C1)C(C(=O)N[C@@H](CC1=CC=CC=C1)C(=O)N[C@H](CCC(=O)OCC)C(=O)OCC)(C)C